N-(5-chloro-2-methyl-6-(2H-1,2,3-triazol-2-yl)pyridin-3-yl)-1-(isoquinolin-4-yl)-5-(trifluoromethyl)-1H-pyrazole-4-carboxamide ClC=1C=C(C(=NC1N1N=CC=N1)C)NC(=O)C=1C=NN(C1C(F)(F)F)C1=CN=CC2=CC=CC=C12